F[C@@H]1CN(CC[C@@H]1O)C1=NC=CC(=N1)NC=1N=CC2=C(C=CC(=C2C1)C(C)C)N1[C@@H]([C@H](C1)C[S@@](=O)C)C (3R,4S)-3-fluoro-1-(4-((5-isopropyl-8-((2R,3S)-2-methyl-3-(((S)-methylsulfinyl)methyl)azetidin-1-yl)isoquinolin-3-yl)amino)pyrimidin-2-yl)Piperidin-4-ol